(2S)-1-((2,6-dimethoxy-4-(2-methyl-1-oxo-2,7-naphthyridin-4-yl)phenyl)methyl)-N-(8-((2-((S)-2,6-dioxopiperidin-3-yl)-1,3-dioxoisoindol-4-yl)amino)octyl)azetidine-2-carboxamide COC1=C(C(=CC(=C1)C1=CN(C(C2=CN=CC=C12)=O)C)OC)CN1[C@@H](CC1)C(=O)NCCCCCCCCNC1=C2C(N(C(C2=CC=C1)=O)[C@@H]1C(NC(CC1)=O)=O)=O